5-[(2R)-4-fluoro-6-hydroxy-2-{[(4-hydroxy-3,3-dimethylbutyl)amino]methyl}-2,3-dihydro-1-benzofuran-5-yl]-1λ6,2,5-thiadiazolidine-1,3-dione FC1=C(C(=CC2=C1C[C@@H](O2)CNCCC(CO)(C)C)O)N2CC(N[SH2]2=O)=O